C(#C)C1=C2C=CC=C(C2=CC=C1F)O 5-ethynyl-6-fluoronaphthol